C(C)(C)(C)OC(=O)N1CC2([C@@H](C3=CC=CC=C3C2)N[S@](=O)C(C)(C)C)C1 (1'R)-1'-{[(R)-2-methylpropane-2-sulfinyl]amino}-1',3'-dihydrospiro[azetidine-3,2'-indene]-1-carboxylic acid tert-butyl ester